C1(CC1)C1=CC=C(C=C1)N1N=C2C=3[C@@H](N(CCC13)C(=O)OC(C)(C)C)CNCCO2 |r| tert-butyl (rac)-2-(4-cyclopropylphenyl)-2,3,4,5a,6,7,8,9-octahydro-5H-10-oxa-1,2,5,7-tetraazacycloocta[cd]indene-5-carboxylate